[N+](=[N-])=CC(CC[C@@H](C(=O)OC(C)C)NC(CN(C)C)=O)=O Isopropyl (S)-6-diazo-2-(2-(dimethylamino)acetamido)-5-oxohexanoate